O[C@@H]1C[C@H](N(C1)C(C(C(C)C)C1=CC(=NO1)C)=O)C(=O)N[C@@H](CC(=O)[O-])C1=CC=C(C=C1)C1=C(N=CS1)C (3S)-3-[[(2S,4R)-4-hydroxy-1-[3-methyl-2-(3-methylisoxazol-5-yl)butanoyl] pyrrolidine-2-carbonyl] amino]-3-[4-(4-methylthiazol-5-yl)phenyl]propanoate